6-trifluoromethylthiophenanthridine FC(SC=1N=C2C=CC=CC2=C2C=CC=CC12)(F)F